4-(2-(4-aminopiperidin-1-yl)-6-(2-fluorophenyl)quinazolin-4-yl)-2-fluorobenzonitrile NC1CCN(CC1)C1=NC2=CC=C(C=C2C(=N1)C1=CC(=C(C#N)C=C1)F)C1=C(C=CC=C1)F